5-(2-fluoro-6-hydroxy-3-(1-((1r,4r)-4-methoxycyclohexyl)-1H-pyrazol-4-yl)phenyl)-1,2,5-thiadiazolidin-3-one 1,1-dioxide FC1=C(C(=CC=C1C=1C=NN(C1)C1CCC(CC1)OC)O)N1CC(NS1(=O)=O)=O